C1(=CC=CC=C1)SC=1C=C(C=CC1)C1=NNC(=C1O)C 3-(3-(phenylthio)phenyl)-5-methyl-pyrazol-4-ol